ethyl 7-ethyl-6-oxo-7,8-dihydro-5H-1,5-naphthyridine-3-carboxylate C(C)C1C(NC=2C=C(C=NC2C1)C(=O)OCC)=O